1-((((1R,2R)-2-((2-(2,6-dioxopiperidin-3-yl)-1-oxoisoindolin-5-yl)oxy)cyclohexyl)amino)methyl)cyclobutane-1-carbonitrile O=C1NC(CCC1N1C(C2=CC=C(C=C2C1)O[C@H]1[C@@H](CCCC1)NCC1(CCC1)C#N)=O)=O